C(CCCCC)NC(CSC=1SC2=C(N1)C=C(C=C2)[N+](=O)[O-])=O N-hexyl-2-((5-nitrobenzo[d]thiazol-2-yl)thio)acetamide